ClC1=CC=C(C(=N1)N1CN(C2=C1C=C(C=C2)C#N)C)SCC 3-(6-chloro-3-(ethylsulfanyl)pyridin-2-yl)-1-methyl-1H-benzimidazole-5-carbonitrile